NC1=CC(C(NC1=NC=1C(=NN2C1C=CC=C2)N(CC)CC)=NC=2C(=NN1C2C=CC=C1)N(CC)CC)=N N3,N3'-(5-Amino-3-iminopyridin-2,6(1H,3H)diyliden)bis(N2,N2-diethylpyrazolo[1,5-a]pyridin-2,3-diamin)